(3-(4-(2-Methoxy-4-methylpyrimidin-5-yl)benzyl)-1,2,3-oxadiazol-3-ium-5-yl)((3-((phenylmethyl)sulfonamido)-5-(trifluoro-methyl)phenyl)carbamoyl)amide COC1=NC=C(C(=N1)C)C1=CC=C(C[N+]2=NOC(=C2)[N-]C(NC2=CC(=CC(=C2)C(F)(F)F)NS(=O)(=O)CC2=CC=CC=C2)=O)C=C1